8-((2S,5r)-4-(1-(4-(cyclopropylmethoxy)phenyl)propyl)-2,5-dimethylpiperazin-1-yl)-5-methyl-6-oxo-5,6-dihydro-1,5-naphthyridine-2-carbonitrile C1(CC1)COC1=CC=C(C=C1)C(CC)N1C[C@@H](N(C[C@H]1C)C1=CC(N(C=2C=CC(=NC12)C#N)C)=O)C